1-(3-Bromo-4-chlorophenyl)propan-1-one BrC=1C=C(C=CC1Cl)C(CC)=O